[N+](=O)([O-])C1=CC=C(C=2C1=NON2)NCCCCCC(=O)O 6-[(7-nitro-2,1,3-benzoxadiazol-4-yl)amino]-Hexanoic acid